ClCC=1C=CC=2C=3N(C(NC2C1F)=O)C=CC3 8-(chloromethyl)-7-fluoro-6H-pyrrolo[1,2-c]quinazolin-5-one